C(C)OC(CCCCCC\C=C/CCO)OCC (3Z)-11,11-diethoxy-3-undecen-1-ol